4-((2-(1H-pyrazol-4-yl)ethyl)amino)-5-chloro-6-methylpyrimidine-2-carbonitrile N1N=CC(=C1)CCNC1=NC(=NC(=C1Cl)C)C#N